ClC1=NC=C(C(=C1)N1CC(CCC1)C(F)(F)F)C#CC=1C=NN(C1)C 2-chloro-5-((1-methyl-1H-pyrazol-4-yl)ethynyl)-4-(3-(trifluoromethyl)piperidin-1-yl)pyridine